Methyl 4-(5-(3-((2-(2-(dimethoxyphosphoryl) acetyl)-4-fluoro-6-methoxybenzo[b]thiophen-5-yl) oxy) propoxy)-4-fluoro-6-methoxybenzo[b]thiophen-2-yl)-2,2-dimethyl-4-oxobutanoate COP(=O)(OC)CC(=O)C1=CC2=C(S1)C=C(C(=C2F)OCCCOC2=C(C1=C(SC(=C1)C(CC(C(=O)OC)(C)C)=O)C=C2OC)F)OC